N-((3R,4S)-4-((6-(2,6-dichloro-3,5-di-methoxyphenyl)-8-(methoxymethyl)pyrido[3,4-d]pyrimidin-2-yl)amino)tetra-hydrofuran-3-yl)acrylamide ClC1=C(C(=C(C=C1OC)OC)Cl)C1=CC2=C(N=C(N=C2)N[C@H]2[C@H](COC2)NC(C=C)=O)C(=N1)COC